COC(CCC(CN1C(C2=CC=CC=C2C1=O)=O)=O)=O 5-(1,3-dioxoisoindoline-2-yl)-4-ketovaleric acid methyl ester